(R)-2-amino-N-cyclopropyl-5-(4-(2-(3,5-difluorophenyl)-2-hydroxyacetamido)-2-methylphenyl)nicotinamide NC1=C(C(=O)NC2CC2)C=C(C=N1)C1=C(C=C(C=C1)NC([C@H](O)C1=CC(=CC(=C1)F)F)=O)C